FC(C1=C(C=C(C2=CN(N=C12)C(C(=O)NC=1SC=CN1)C1=C2N(C=N1)C[C@@H](C2)F)C(F)(F)F)C2=CC=C(C=C2)N2CCOCC2)F 2-(7-(difluoromethyl)-6-(4-morpholinophenyl)-4-(trifluoromethyl)-2H-indazol-2-yl)-2-((R)-6-fluoro-6,7-dihydro-5H-pyrrolo[1,2-c]imidazol-1-yl)-N-(thiazol-2-yl)acetamide